benzyl 4-({[7-(tert-butoxy)-7-oxoheptyl]oxy}methyl)-4-hydroxypiperidine-1-carboxylate C(C)(C)(C)OC(CCCCCCOCC1(CCN(CC1)C(=O)OCC1=CC=CC=C1)O)=O